2-amino-N-(1H-indol-3-ylmethyl)-3-methyl-N-((5-(trifluoromethyl)-2-pyridinyl)methyl)-6-quinolinecarboxamide NC1=NC2=CC=C(C=C2C=C1C)C(=O)N(CC1=NC=C(C=C1)C(F)(F)F)CC1=CNC2=CC=CC=C12